5-cyclopropyl-2-((3-(3,6-dihydro-2H-pyran-4-yl)ethoxy-6-fluorophenyl)amino)nicotinic acid C1(CC1)C=1C=NC(=C(C(=O)O)C1)NC1=CC(=CC=C1F)OCCC=1CCOCC1